FC(C)(F)C1=NC(=CC(=N1)NC1=CC(=NC=C1C1=NC(=NC=C1)N(C)C)NC(C)=O)C N-(4-((2-(1,1-difluoroethyl)-6-methylpyrimidin-4-yl)amino)-5-(2-(dimethylamino)pyrimidin-4-yl)pyridin-2-yl)acetamide